B(O)(O)CCCC[C@@]1(NC[C@@H](C1)N(C)C)C(=O)O (2S,4R)-2-(4-boronobutyl)-4-(dimethylamino)pyrrolidine-2-carboxylic acid